1-(2-hydroxyethyl)-2-imidazoline OCCN1C=NCC1